lanthanum germanium silicate [Si]([O-])([O-])([O-])[O-].[Ge+2].[La+3]